O[C@H](C(=O)O)C1=CC=CC=C1.N1C=CC2=CC=CC=C12 indole (S)-2-hydroxy-2-phenylacetate